CC1(CN(CC2=CC(=CC=C12)N1CCC(CC1)N1CCOCC1)C(=O)OC(C)C)C isopropyl 4,4-dimethyl-7-(4-morpholinopiperidin-1-yl)-3,4-dihydroisoquinoline-2(1H)-carboxylate